N[C@H](C(=O)OCCCC)COC(C)(C)C butyl (S)-2-amino-3-tertiary-butoxypropionate